ClCC1=C(C=CC=C1)C(C)Br chloromethyl-alpha-bromoethyl-benzene